S1C(NC=2N=CN=CC21)=O [1,3]Thiazolo[4,5-d]Pyrimidin-2-one